C1(=CC=CC=C1)C1=CN=C(N1)[C@H](C)NC(OCC1=CC=CC=C1)=O Benzyl (S)-(1-(5-Phenyl-1H-imidazol-2-yl)ethyl)carbamate